ClC=1C=CC2=C(N=C(S2)C2CC3(CC(C3)NC(=O)C=3OC(=CC3)S(=O)(=O)C3CC3)C2)C1 N-[6-(5-chloro-1,3-benzothiazol-2-yl)spiro[3.3]heptan-2-yl]-5-cyclopropylsulfonyl-furan-2-carboxamide